2-(5-fluorothien-2-yl)morpholine FC1=CC=C(S1)C1CNCCO1